NC=1C(=NC(=CN1)C1=CC=C(C=C1)S(=O)(=O)C(C)C)C1=CC(=NO1)C1=CC=C(C=C1)NC(=N)N 1-(4-(5-(3-amino-6-(4-(isopropylsulfonyl)phenyl)pyrazin-2-yl)isoxazol-3-yl)phenyl)guanidine